5-fluoro-4-[(4-fluoro-2-methoxy-5-nitrophenyl)methyl]-2,3-dihydro-1,4-benzoxazine FC1=CC=CC2=C1N(CCO2)CC2=C(C=C(C(=C2)[N+](=O)[O-])F)OC